N-(2-oxo-1-(4-(trifluoromethyl)phenyl)indolin-3-yl)acrylamide O=C1N(C2=CC=CC=C2C1NC(C=C)=O)C1=CC=C(C=C1)C(F)(F)F